P(=O)([O-])([O-])[O-] PHOSPHAT